O=C1NC[C@H](N1)C(=O)N[C@@H](C=1N=C(SC1)C(F)(F)F)C=1C=NC(=CC1)C(F)(F)F (S)-2-oxo-N-((R)-(6-(trifluoromethyl)pyridin-3-yl)(2-(trifluoromethyl)thiazol-4-yl)methyl)imidazolidine-4-carboxamide